COC1CN(CCC1)C=1N=CC=C2C1SC=C2 7-(3-methoxyhexahydropyridin-1-yl)thieno[2,3-c]pyridine